bis(2-triethoxysilylpropyl) trisulfide C(C)O[Si](C(CSSSCC(C)[Si](OCC)(OCC)OCC)C)(OCC)OCC